6-[3-[1-(4-methyl-1,2,4-triazol-3-yl)cyclobutyl]phenyl]-2-[[(1R,4R)-2-oxa-5-azabicyclo[2.2.1]hept-5-yl]methyl]-4-(trifluoromethyl)-1H-pyrrolo[2,3-c]pyridin-7-one CN1C(=NN=C1)C1(CCC1)C=1C=C(C=CC1)N1C(C2=C(C(=C1)C(F)(F)F)C=C(N2)CN2[C@H]1CO[C@@H](C2)C1)=O